CC1=C(C=C(C(=C1)O)C(C)(C)C)C(CCC)C1=C(C=C(C(=C1)C(C)(C)C)O)C 1,1-bis-(2-methyl-4-hydroxy-5-tert-butylphenyl)-butane